5-(2-(3-Methoxyphenyl)pyridin-3-yl)-1H-pyrazolo[3,4-b]pyridine COC=1C=C(C=CC1)C1=NC=CC=C1C=1C=C2C(=NC1)NN=C2